FC1=C(C=C(C=C1)F)[C@@H]1N(CCC1)C1=NC=2N(C=C1)N=CC2C(=O)NCC(CO)(C)C 5-((R)-2-(2,5-difluorophenyl)pyrrolidin-1-yl)-N-(3-hydroxy-2,2-dimethylpropyl)pyrazolo[1,5-a]pyrimidine-3-carboxamide